CS(=O)(=O)C=1C=C(C=CC1)CCC(=O)[O-] 3-(3-(methylsulfonyl)phenyl)propanoate